5-amino-6-methyl-piperidin-2-one NC1CCC(NC1C)=O